FC=1C(=C(NC2=C(NC3=C2C(NCC3)=O)C3=C(C=NC=C3)OC[C@@H]3OCCC3)C=CC1)OC 3-(3-fluoro-2-methoxyanilino)-2-(3-{[(2R)-oxolan-2-yl]methoxy}pyridin-4-yl)-1,5,6,7-tetrahydro-4H-pyrrolo[3,2-c]pyridin-4-one